C1(CC1)OC=1C=CC(=NC1)C1=NSC(=N1)NC1=NC=C(C(=O)NCC2CC2)C=C1 6-(3-(5-cyclopropoxypyridin-2-yl)-1,2,4-thiadiazol-5-ylamino)-N-(cyclopropylmethyl)nicotinamide